N-(2-(1-(2-(2,7-diazaspiro[3.5]non-2-yl)ethyl)piperidin-4-yl)-6-methoxy-2H-indazol-5-yl)-6-(trifluoromethyl)pyridinecarboxamide C1N(CC12CCNCC2)CCN2CCC(CC2)N2N=C1C=C(C(=CC1=C2)NC(=O)C2=NC(=CC=C2)C(F)(F)F)OC